2-methoxy-4-(prop-2-enyl)phenolate COC1=C(C=CC(=C1)CC=C)[O-]